phosphaphenanthrene-sebacamide P1(CC=CC=2C3=CC=CC=C3C=CC12)C(CCCCCCCC(=O)N)C(=O)N